zinc ethylxanthate C(C)OC(=S)[S-].[Zn+2].C(C)OC(=S)[S-]